N1C=NC2=C1C=CC(=C2)N2C(NC(C2C2=CC=C(C=C2)C=2N=NN(N2)CC#CC)=O)=O 1-(1H-Benzimidazol-5-yl)-5-{4-[2-(but-2-yn-1-yl)-2H-tetrazol-5-yl]phenyl}imidazolidine-2,4-dione